3,3-difluoro-7-methyl-1,2,3,4-tetrahydro-[1,4]oxazepino[2,3-c]quinolin-6(7H)-one FC1(CNC2=C(C(N(C=3C=CC=CC23)C)=O)OC1)F